3-(prop-1-yn-1-yl)piperidine-1-carboxylic acid tert-butyl ester C(C)(C)(C)OC(=O)N1CC(CCC1)C#CC